C1C=CC2=CC=CC=C12 (S)-1H-indene